N-(2-methoxyethyl)-1-((tetrahydrofuran-3-yl)methyl)-2-((6-(trifluoromethoxy)-benzo[d]oxazol-2-yl)-amino)-1H-benzo[d]-imidazole-5-carboxamide COCCNC(=O)C1=CC2=C(N(C(=N2)NC=2OC3=C(N2)C=CC(=C3)OC(F)(F)F)CC3COCC3)C=C1